ClC1=C(C=CC(=C1)Cl)C[C@@H](C[C@@H]([C@@H](C(C)(C)C)O)N1N=CNC1)C 2-[(2S,4S,5R)-1-(2,4-dichlorophenyl)-5-hydroxy-2,6,6-trimethylheptan-4-yl]-2,4-dihydro-3H-1,2,4-triazole